5-(1,3-dioxolan-2-yl)-2-(5-isopropyl-1H-pyrazol-1-yl)pyridine O1C(OCC1)C=1C=CC(=NC1)N1N=CC=C1C(C)C